((2'-chloro-[2,4'-bipyrimidin]-4-yl)ethynyl)-3-methyl-1H-indazole-1-carboxylic acid tert-butyl ester C(C)(C)(C)OC(=O)N1N=C(C2=C(C=CC=C12)C#CC1=NC(=NC=C1)C1=NC(=NC=C1)Cl)C